tert-butyl 3-(3-chloro-2-methylphenyl)-3-((2-methyl-4-oxo-3-(2,2,2-trifluoroethyl)-3,4-dihydroquinazolin-7-yl)amino)azetidine-1-carboxylate ClC=1C(=C(C=CC1)C1(CN(C1)C(=O)OC(C)(C)C)NC1=CC=C2C(N(C(=NC2=C1)C)CC(F)(F)F)=O)C